C1(CC1)CC=1N=NN(C1)CC1=C(N=NN1C)C1=CC=C(C(=N1)C)C#CC1(CC1)CC(=O)O 2-(1-((6-(5-((4-(cyclopropylmethyl)-1H-1,2,3-triazol-1-yl)methyl)-1-methyl-1H-1,2,3-triazol-4-yl)-2-methylpyridin-3-yl)ethynyl)cyclopropyl)acetic acid